NC=1C2=C(N=C(N1)C)C=CC(=N2)C=2C=C(C=CC2)C#C[C@@]2(CCCC=1C=CC=NC21)O |r| racemic-8-((3-(4-amino-2-methylpyrido[3,2-d]pyrimidin-6-yl)phenyl)ethynyl)-5,6,7,8-tetrahydroquinolin-8-ol